3-methyl-4-propyl-3,5-heptanediol dibenzoate C(C1=CC=CC=C1)(=O)OC(CC)(C(C(CC)OC(C1=CC=CC=C1)=O)CCC)C